ClC=1C=CC=2N(C1)N=CC2C(=O)NC2=C(C=C(C(=C2)C=2C=NN(C2)CC(F)F)F)C 6-Chloro-N-[5-[1-(2,2-Difluoroethyl)pyrazol-4-yl]-4-fluoro-2-methylphenyl]pyrazolo[1,5-a]pyridine-3-carboxamide